chloro-10-fluoro-6-(3-(2-hydroxyethylamino)propylamino)-12H-thiochromeno[2,3-c]Quinolin-12-one ClC1=C2C3=C(C(=NC2=CC=C1)NCCCNCCO)SC=1C=CC(=CC1C3=O)F